tert-Butyl (1-((3-(1-(piperidin-4-ylmethyl)piperidin-4-yl)phenyl)sulfonyl)piperidin-4-yl)-carbamate N1CCC(CC1)CN1CCC(CC1)C=1C=C(C=CC1)S(=O)(=O)N1CCC(CC1)NC(OC(C)(C)C)=O